2-[1-(2-hydroxyethyl)pyrazol-4-yl]-3,6-dimethyl-4-oxo-chromen OCCN1N=CC(=C1)C=1OC2=CC=C(C=C2C(C1C)=O)C